NC1=C(C=CC(=C1)OC(F)(F)F)C(=O)N1CCC(CC1)C1=C2C(=NC=C1)NC(=N2)[C@H]2CS(CC2)(=O)=O [2-amino-4-(trifluoromethoxy)phenyl]-[4-[2-[(3S)-1,1-dioxothiolan-3-yl]-3H-imidazo[4,5-b]pyridin-7-yl]-1-piperidyl]methanone